[Si](C)(C)(C(C)(C)C)OCCN1N=CC(=C1)C=1C=C(C=CC1OC)[C@@H](C)N[S@@](=O)C(C)(C)C (S)-N-[(1R)-1-[3-[1-[2-[tert-butyl(dimethyl)silyl]oxyethyl]pyrazol-4-yl]-4-methoxy-phenyl]ethyl]-2-methyl-propane-2-sulfinamide